C(C)OC(=O)C1N(C2=C3C(NCC2CC1C(C)(C)C)NCCC3)CCCC(=O)OC tert-butyl-(1R,3aS,10aR)-1-(4-methoxy-4-oxobutyl)octahydro-1H,4H-pyrido[1,6]naphthyridine-2(3H)-carboxylic acid ethyl ester